5-(4-(3-(8-fluoro-5-methyl-1-oxo-1,2-dihydroisoquinolin-3-yl)propionyl)piperazin-1-yl)pyridinecarbonitrile FC=1C=CC(=C2C=C(NC(C12)=O)CCC(=O)N1CCN(CC1)C=1C=CC(=NC1)C#N)C